ClC=1C=C2NC(N=C3C2=C(OC[C@@H]2[C@@H]4CC[C@H](CN32)N4C(=O)OCC4=CC=CC=C4)N1)=O benzyl (5aS,6S,9R)-2-chloro-12-oxo-5a,6,7,8,9,10,12,13-octahydro-5H-4-oxa-3,10a,11,13,14-pentaaza-6,9-methanonaphtho[1,8-ab]heptalene-14-carboxylate